tert-butyl (R)-((3-(5-chloro-2-(4-cyano-2-methoxyphenoxy)-4-methylnicotinamido)phenyl)(methyl)(oxo)-λ6-sulfaneylidene)carbamate ClC=1C=NC(=C(C(=O)NC=2C=C(C=CC2)[S@](=O)(C)=NC(OC(C)(C)C)=O)C1C)OC1=C(C=C(C=C1)C#N)OC